3-bromo-N-(2,6-diisopropylphenyl)-2-fluoro-6-nitroaniline BrC=1C(=C(NC2=C(C=CC=C2C(C)C)C(C)C)C(=CC1)[N+](=O)[O-])F